[Br-].C(C)[N+]1(CCCC1)C 1-Ethyl-1-methylpyrrolidinium bromide